BrCCCOC1=C(C2=C(SC(=C2)C(CC(C(=O)OC)(C)C)=O)C=C1OC)F Methyl 4-(5-(3-bromopropyloxy)-4-fluoro-6-methoxybenzo[b]thiophen-2-yl)-2,2-dimethyl-4-oxobutanoate